N-(3-hydroxypyridin-2-yl)propionamide 3,3-Di((9Z,12Z)-octadeca-9,12-dien-1-yl)cyclopentyl-4-(dimethylamino)butanoate C(CCCCCCC\C=C/C\C=C/CCCCC)C1(CC(CC1)OC(CCCN(C)C)=O)CCCCCCCC\C=C/C\C=C/CCCCC.OC=1C(=NC=CC1)NC(CC)=O